C1=CC=CC=2C3=CC=CC=C3N(C12)C1=C(C(=C(C(=N1)N1C2=CC=CC(=C2C=2C(=CC=CC12)C1=CC=CC=C1)C1=CC=CC=C1)N1C2=CC=CC(=C2C=2C(=CC=CC12)C1=CC=CC=C1)C1=CC=CC=C1)C1=CC(=CC(=C1)C)C)N1C2=CC=CC(=C2C=2C(=CC=CC12)C1=CC=CC=C1)C1=CC=CC=C1 9,9',9''-(6-(9H-carbazol-9-yl)-4-(3,5-dimethylphenyl)pyridine-2,3,5-triyl)tris(4,5-diphenyl-9H-carbazole)